(3-((tert-Butyldimethylsilyl)oxy)propyl)-5-chloro-7-(pyrrolidin-1-ylmethyl)-1H-pyrrolo[3,2-b]pyridine [Si](C)(C)(C(C)(C)C)OCCCN1C=CC2=NC(=CC(=C21)CN2CCCC2)Cl